C(C1=CC=CC=C1)OC(=O)NC1CC(CCC1NC(=O)OCC[Si](C)(C)C)C(=O)OCC ethyl 3-(benzyloxycarbonylamino)-4-((2-(trimethylsilyl)ethoxy)carbonylamino)cyclohexanecarboxylate